8-(2,4-Dichlorophenyl)-9-(2,3-difluoro-4-((1-(3-fluoropropyl)azetidin-3-yl)methyl)phenyl)-6,7-dihydro-5H-benzo[7]annulen ClC1=C(C=CC(=C1)Cl)C=1CCCC2=C(C1C1=C(C(=C(C=C1)CC1CN(C1)CCCF)F)F)C=CC=C2